CC1=CC2=C(OC3(CNS2(=O)=O)COCC3)N=C1 8'-Methyl-2',3',4,5-tetrahydro-2H-spiro[furan-3,4'-pyrido[2,3-b][1,4,5]oxathiazepine] 1',1'-dioxide